N-[(5-cyclopropyl-6-fluoropyridin-2-yl)(phenyl)methyl]-1-{2-[5-(difluoromethyl)-1H-1,2,3-triazol-1-yl]acetyl}-4-fluoropyrrolidine-2-carboxamide C1(CC1)C=1C=CC(=NC1F)C(NC(=O)C1N(CC(C1)F)C(CN1N=NC=C1C(F)F)=O)C1=CC=CC=C1